N-(3-aminopropyl)-2-methylacrylamide NCCCNC(C(=C)C)=O